N-(3-cyclohexyl-1-oxo-1-((1-oxo-3-(2-oxopyrrolidin-3-yl)propan-2-yl)amino)propan-2-yl)-9-hydroxy-9H-fluorene-9-carboxamide C1(CCCCC1)CC(C(NC(C=O)CC1C(NCC1)=O)=O)NC(=O)C1(C2=CC=CC=C2C=2C=CC=CC12)O